trin-butyl-n-tetradecyl-phosphonium chloride [Cl-].C(CCC)[P+](CCCCCCCCCCCCCC)(CCCC)CCCC